n-ethyl-2-(2-hydroxy-4-methylphenoxy)-N-(thiophen-2-ylmethyl)acetamide C(C)N(C(COC1=C(C=C(C=C1)C)O)=O)CC=1SC=CC1